(E)-3-(4-butoxy-3-methoxyphenyl)-N-(butylaminomethylsulfonyl)acrylamide C(CCC)OC1=C(C=C(C=C1)/C=C/C(=O)NS(=O)(=O)CNCCCC)OC